N,N-dimethyl-1-(oxetan-3-ylmethyl)-1H-pyrazole-3-carboxamide CN(C(=O)C1=NN(C=C1)CC1COC1)C